O-(mesitylsulfonyl)-N-methylhydroxylamine C1(=C(C(=CC(=C1)C)C)S(=O)(=O)ONC)C